O=C1NC2=C(N(CC1)C(=O)C1=CC=C(C=C1)NC(OC(C)(C)C)=O)C=CC=C2 tert-butyl (4-(4-oxo-2,3,4,5-tetrahydro-1H-benzo[b][1,4]diazepine-1-carbonyl)phenyl)carbamate